(E)-3-(5-Chloro-1,3-dimethyl-1H-pyrazol-4-yl)-1-(1,3-dithian-2-yl)-2-phenylprop-2-en-1-one ClC1=C(C(=NN1C)C)/C=C(/C(=O)C1SCCCS1)\C1=CC=CC=C1